BrC1=CC(=C(NC)C=C1F)[N+](=O)[O-] 4-bromo-5-fluoro-N-methyl-2-nitroaniline